(4-guanidino)phenylalanine TETRAOCTYL-PYROMELLITATE C(CCCCCCC)C1(C(C(C(=O)O)(C=C(C1C(=O)O)C(=O)O)CCCCCCCC)(C(=O)O)CCCCCCCC)CCCCCCCC.N(C(=N)N)C1=CC=C(C[C@H](N)C(=O)O)C=C1